BrC1=C(C=C2CN(C(C2=C1)=O)C1C(NC(CC1)=O)=O)CN1CCCCC1 1-((6-Bromo-2-(2,6-dioxopiperidin-3-yl)-1-oxoisoindoline-5-yl)methyl)piperidine